(3-fluoro-5-methyl-phenyl)boronic acid FC=1C=C(C=C(C1)C)B(O)O